2-(4-(tert-butyl)phenyl)-7-nitroquinoline C(C)(C)(C)C1=CC=C(C=C1)C1=NC2=CC(=CC=C2C=C1)[N+](=O)[O-]